2-(2-ethoxy)ethan-1-ol octadecyl-[3-(3,5-di-tert-butyl-4-hydroxyphenyl)propionate] C(CCCCCCCCCCCCCCCCC)C(C(=O)OCCOCC)CC1=CC(=C(C(=C1)C(C)(C)C)O)C(C)(C)C